ethyl 2-chloro-4-((4-methoxyphenyl)amino)pyrimidine-5-carboxylate ClC1=NC=C(C(=N1)NC1=CC=C(C=C1)OC)C(=O)OCC